Cl.NC1CCN(CC1)CC1=CC2=C(C(=NO2)NS(=O)(=O)C2=C(C=CC=C2)OC)C(=C1)OC N-(6-((4-aminopiperidin-1-yl)methyl)4-methoxybenzo[d]isoxazol-3-yl)-2-methoxybenzenesulfonamide hydrochloride